N-(5-((2-chloro-5-(trifluoromethyl)phenyl)carbamoyl)-4-methylthiazol-2-yl)-N-(3-methoxy-5-(trifluoromethyl)phenyl)cyclopropane-1,1-dicarboxamide ClC1=C(C=C(C=C1)C(F)(F)F)NC(=O)C1=C(N=C(S1)N(C(=O)C1(CC1)C(=O)N)C1=CC(=CC(=C1)C(F)(F)F)OC)C